BrC1=C2CCCN(C2=CC=C1)C1=NN=C2N1C1=CC(=C(C=C1C=N2)F)N (5-bromo-3,4-dihydroquinolin-1(2H)-yl)-7-fluoro-[1,2,4]triazolo[4,3-a]quinazolin-8-amine